NC=1C(=NC(=CN1)C1=CC=C(C=C1)C)C(=O)NC1=CC=C(C=C1)S(=O)(=O)CC1OCC1 3-amino-N-(4-(oxetan-2-ylmethylsulfonyl)phenyl)-6-p-tolylpyrazine-2-carboxamide